FC(C=1C(=NC=CN1)CN)(F)F 1-[3-(trifluoromethyl)pyrazin-2-yl]methanamine